1,1,1,2,2,3,6,6,7,7,8,8,9,9,9-pentadecafluoro-3-(trifluoromethyl)non-4-ene FC(C(C(C=CC(C(C(C(F)(F)F)(F)F)(F)F)(F)F)(C(F)(F)F)F)(F)F)(F)F